HYDROXYETHYLAMINOMETHYL-p-AMINOPHENOL HCl CCN(CC1=C(C=CC(=C1)N)O)O.Cl